C1(CCCCC1)N cyclohexanamine